2-((1-(3-chloro-5-methoxyphenyl)-3-((2-(2,6-dioxopiperidin-3-yl)-1-oxoisoindolin-5-yl)methyl)ureido)methyl)acrylic acid ClC=1C=C(C=C(C1)OC)N(C(=O)NCC=1C=C2CN(C(C2=CC1)=O)C1C(NC(CC1)=O)=O)CC(C(=O)O)=C